NC1=CC(=C(C=C1Cl)C(CCC1CCN(CC1)CC1CCCCC1)=O)OC 1-(4-amino-5-chloro-2-methoxyphenyl)-3-[1-(cyclohexylmethyl)-4-piperidinyl]propan-1-one